3-bromo-benzo[b]thiophene BrC=1C2=C(SC1)C=CC=C2